(R)-1-(2-chloropyridin-3-yl)ethyl (4-(5-(3-ethyloxetane-3-carboxamido)pyridin-2-yl)-1-methyl-1H-1,2,3-triazol-5-yl)carbamate C(C)C1(COC1)C(=O)NC=1C=CC(=NC1)C=1N=NN(C1NC(O[C@H](C)C=1C(=NC=CC1)Cl)=O)C